ClC1=CC=C2N(C1=O)C(NC2=O)(C)CCN2C(C1=CC=CC=C1C2=O)=O 6-chloro-3-[2-(1,3-dioxoisoindolin-2-yl)ethyl]-3-methyl-2H-imidazo[1,5-a]pyridine-1,5-dione